NC1=CC(=C(C=N1)C1=CNC2=NC(=CC=C21)NC(=O)C2CC2)OC N-[3-(6-amino-4-methoxypyridin-3-yl)-1H-pyrrolo[2,3-b]pyridin-6-yl]cyclopropanecarboxamide